C(C)(C)N1C(=NC=2C=CC=3C=NC(=NC3C21)NC2=NC=C(C(=C2)OC)N2CCOCC2)C 1-isopropyl-N-(4-methoxy-5-morpholinopyridin-2-yl)-2-methyl-1H-imidazo[4,5-h]quinazolin-8-amine